[5-[4-(6-amino-3-pyridyl)-1-piperidyl]-2-pyridyl]methanol NC1=CC=C(C=N1)C1CCN(CC1)C=1C=CC(=NC1)CO